l-2-((1-(3-((4-ethylphenyl)sulfonyl)-6-(trifluoromethoxy)quinolin-4-yl)piperidin-4-yl)oxy)ethan-1-amine C(C)C1=CC=C(C=C1)S(=O)(=O)C=1C=NC2=CC=C(C=C2C1N1CCC(CC1)OCCN)OC(F)(F)F